OC=1C=C(C=CC1O)C[C@H](C(=O)O)O R-(+)-3-(3,4-dihydroxyphenyl)-2-hydroxypropionic acid